2-(5-Chloro-2-methyl-3H-imidazo[4,5-b]pyridin-3-yl)-N,N-dimethylacetamide ClC1=CC=C2C(=N1)N(C(=N2)C)CC(=O)N(C)C